FC(C1C(C1)C(=O)O)F 2-(Difluoromethyl)cyclopropanecarboxylic acid